hydrazinothiocarboxamide N(N)C(=S)N